CN1C(N(C=CC1)C)C 1,2,3-trimethyl-1,6-dihydropyrimidine